6'-((1r,2s)-1,2-difluorocyclopropyl)-2',3'-dihydro-1'H-spiro[cyclopropane-1,4'-isoquinoline] F[C@@]1([C@H](C1)F)C=1C=C2C3(CNCC2=CC1)CC3